ClC=1C=C(C=CC1OC1=NC=NC2=CC(=C3C(=C12)OCCO3)OCCOC)NC(=O)NC3=CC(=CC=C3)OC 1-(3-chloro-4-((5-(2-methoxyethoxy)-2,3-dihydro-[1,4]dioxino[2,3-f]quinazolin-10-yl)oxy)phenyl)-3-(3-methoxyphenyl)urea